5-amino-2-chloro-2',4'-difluoro-[1,1'-biphenyl]-4-carboxylic acid NC=1C(=CC(=C(C1)C1=C(C=C(C=C1)F)F)Cl)C(=O)O